BrC1=C(C=C(C=C1)I)OCC(OC)OC 1-bromo-2-(2,2-dimethoxyethoxy)-4-iodobenzene